1-(1H-benzo[d]imidazol-2-yl)-3-(4-bromophenyl)urea N1C(=NC2=C1C=CC=C2)NC(=O)NC2=CC=C(C=C2)Br